The molecule is this compound belongs to the class of organic compounds known as enols. These are compounds containing the enol functional group, with the structure HO(R)C=CR'. Ketones that have one or more alpha-hydrogen atoms undergo keto-enol tautomerization, the tautomer being an enol. C1CCC(=CC1)O